[5-(difluoromethyl)-2-fluoro-3-(4,4,5,5-tetramethyl-1,3,2-dioxaborolan-2-yl)phenyl]pyrrolidine-1-sulfonamide FC(C=1C=C(C(=C(C1)C1N(CCC1)S(=O)(=O)N)F)B1OC(C(O1)(C)C)(C)C)F